beta-D-apiofuranosyl-(1->6) beta-D-glucopyranoside O([C@H]1[C@H](O)[C@@H](O)[C@H](O)[C@H](O1)CO)[C@H]1[C@H](O)C(CO1)(O)CO